2-(4,4,4-trifluorobutoxy)imidazo[2,1-f][1,2,4]triazin-4-amine FC(CCCOC1=NN2C(C(=N1)N)=NC=C2)(F)F